8-bromo-7-methyl-chroman-4-one BrC=1C(=CC=C2C(CCOC12)=O)C